N1=CC=C(C=C1)CC=1N=C(C2=C(N1)NC=C2)N (pyridin-4-ylmethyl)-7H-pyrrolo[2,3-d]pyrimidin-4-amine